COC(=O)C=1OC(=NN1)C1=CC(=CC=C1)[N+](=O)[O-] 5-(3-nitrophenyl)-1,3,4-oxadiazole-2-carboxylic acid methyl ester